Cl.N1C=NC=C1CNCC1=CC(NC=C1)=O 4-((((1H-imidazol-5-yl)methyl)amino)methyl)pyridin-2(1H)-one hydrochloride